6-chloro-5-(2-chlorophenoxy)-7-fluoro-3-(((3-fluoropyridin-2-yl)methyl)amino)-4H-benzo[e][1,2,4]thiadiazine 1,1-dioxide ClC=1C(=CC2=C(NC(=NS2(=O)=O)NCC2=NC=CC=C2F)C1OC1=C(C=CC=C1)Cl)F